ClC1=CC(=NC(=C1C(=O)NC1=CC=NC=C1)C)Cl 4,6-Dichloro-2-methyl-N-(pyridin-4-yl)nicotinamide